COC=1C=C2C(=CC=NC2=CC1OC)C(O)C1=CC=C(C=C1)[N+](=O)[O-] (6,7-dimethoxy-4-quinolinyl)(4-nitrophenyl)methanol